NC1=C(C=C(C=C1)Br)CC(C)O (2-amino-5-bromophenyl)propan-2-ol